5-benzyl-4-oxo-4,5,6,7-tetrahydrothieno[3,2-c]pyridine-2-carboxylic acid C(C1=CC=CC=C1)N1C(C2=C(CC1)SC(=C2)C(=O)O)=O